C1(CC1)C1=C(C(=C2C(=N1)CCC2)NC(=O)N=[S@](=O)(N)C=2SC=C(C2)C(C)(C)O)C |o1:16| (R) or (S)-N'-((2-cyclopropyl-3-methyl-6,7-dihydro-5H-cyclopenta[b]pyridin-4-yl)carbamoyl)-4-(2-hydroxypropan-2-yl)thiophene-2-sulfonimidamide